O=C1C(=CC=NN1C1CCN(CCC1)C(=O)OC(C)(C)C)C1=CC=CC=C1 tert-butyl 4-(6-oxo-5-phenyl-1,6-dihydropyridazin-1-yl)azepane-1-carboxylate